(5-methyl-2-(pyrimidin-2-yl)pyridin-3-yl)((1S,4R,6R)-6-((5-methylpyridin-2-yl)amino)-2-azabicyclo[2.2.2]oct-2-yl)methanone CC=1C=C(C(=NC1)C1=NC=CC=N1)C(=O)N1[C@@H]2[C@@H](C[C@H](C1)CC2)NC2=NC=C(C=C2)C